C(C(C)(C)C)(=O)O[C@@H]1CNCC=C1 (S)-1,2,3,6-tetrahydropyridin-3-yl pivalate